2-(3-chloro-4-(4-hydroxy-3-isopropylbenzyl)-5-isopropylphenoxy)-N,N-dimethylacetamide ClC=1C=C(OCC(=O)N(C)C)C=C(C1CC1=CC(=C(C=C1)O)C(C)C)C(C)C